BrC1=C2C(C(N(C2=CC=C1)C1=CC=NC=C1)=O)(C)C 4-bromo-3,3-dimethyl-1-(pyridin-4-yl)indolin-2-one